{3-[N,N-bis(trimethylsilyl)amino]Propyl}triethoxysilane (2R)-2-amino-3-(3,4-dichlorophenyl)propyl-(aminocarbonyl)methylcarbamate N[C@@H](CN(C(O)=O)CC(=O)N)CC1=CC(=C(C=C1)Cl)Cl.C[Si](N([Si](C)(C)C)CCC[Si](OCC)(OCC)OCC)(C)C